C(CC)(=O)OO hydroxyl monopropionate